COC(NC1CCC(CC1)(F)F)=O (4,4-Difluorocyclohexyl)carbamic acid methyl ester